BrC=1C=C2N(N=CC(=C2NC2C(CCC2)(C)C)C(=NC2=C(C=C(C=C2)O[Si](C)(C)C(C)(C)C)CC)N)C1 6-bromo-N'-[4-[tert-butyl(dimethyl)silyl]oxy-2-ethyl-phenyl]-4-[(2,2-dimethylcyclopentyl)amino]pyrrolo[1,2-b]pyridazine-3-carboxamidine